N[C@H]1C[C@@H]([C@H](C1)NC(OCC1=CC=CC=C1)=O)O[Si](C1=CC=CC=C1)(C1=CC=CC=C1)C(C)(C)C |r| Benzyl [(1SR,2SR,4RS)-4-amino-2-{[tert-butyl(diphenyl)silyl]oxy}cyclopentyl]carbamate